(3R,3aR,6R,6aR)-6-((6-chloro-5-(4'-((4-methylpiperazin-1-yl)methyl)-[1,1'-biphenyl]-4-yl)-1H-benzo[d]imidazol-2-yl)oxy)hexahydrofuro[3,2-b]furan-3-ol ClC=1C(=CC2=C(NC(=N2)O[C@@H]2CO[C@H]3[C@@H]2OC[C@H]3O)C1)C1=CC=C(C=C1)C1=CC=C(C=C1)CN1CCN(CC1)C